7-Methoxy-3,3-dimethyl-4-(phenylamino)-3,4-dihydroquinolin-2(1H)-one COC1=CC=C2C(C(C(NC2=C1)=O)(C)C)NC1=CC=CC=C1